I[Ru-2](=CC1=C(C=CC(=C1)[N+](=O)[O-])OC(C)C)I diiodo(2-isopropoxy-5-nitrobenzylidene)ruthenium(II)